2-(6-oxa-3-azabicyclo[3.1.1]heptan-3-yl)-N-(2-(4,4-difluorocyclohexyl)-4-(2,5-difluorophenyl)pyridin-3-yl)pyrimidine-5-carboxamide C12CN(CC(O1)C2)C2=NC=C(C=N2)C(=O)NC=2C(=NC=CC2C2=C(C=CC(=C2)F)F)C2CCC(CC2)(F)F